ClC1=C(COC=2C(=NC=C(C2)C2=CC=CC=C2)N)C=C(C(=C1)Cl)F 3-(2,4-dichloro-5-fluoro-benzyloxy)-5-phenyl-pyridin-2-ylamine